BrC(C=O)=COC(C)C 2-BROMO-3-ISOPROPOXYACRYLALDEHYDE